FC=1C=C(C#N)C=C(C1)S(=O)(=O)N1C[C@@H]2CN(C[C@@H]2C1)C1CCOCC1 3-fluoro-5-(((3ar,6as)-5-(tetrahydro-2H-pyran-4-yl)hexahydropyrrolo[3,4-c]pyrrol-2(1H)-yl)sulfonyl)benzonitrile